C(CCCCCCCCCCCCC)[N+](CC1=CC=CC=C1)(CC)CC N-tetradecyl-N,N-diethyl-N-benzyl-ammonium